ClC1=C(CNC(=O)[C@]2(C=3C=CC=NC3[C@]3(CC2)CNC(O3)=O)F)C=CC(=C1)Cl (5S,5'S)-N-(2,4-dichlorobenzyl)-5'-fluoro-2-oxo-6',7'-dihydro-5'H-spiro[oxazolidine-5,8'-quinoline]-5'-carboxamide